1-Bromo-2-iodo-benzol BrC1=C(C=CC=C1)I